6-Chloro-8-(4-cyclopropylmethoxy-phenyl)-1-methyl-9H-pyrido[3,4-b]indole ClC=1C=C2C3=C(NC2=C(C1)C1=CC=C(C=C1)OCC1CC1)C(=NC=C3)C